methyl-acrylic acid hydroxy ester OOC(C(=C)C)=O